(S)-1-(Cyclohexylmethyl)-N-(2,4-dimethyl-5-oxo-5,6,7,8-tetrahydro-4H-pyrazolo[1,5-a][1,3]diazepin-6-yl)-1H-1,2,4-triazol-3-carboxamid C1(CCCCC1)CN1N=C(N=C1)C(=O)N[C@@H]1C(N(C=2N(CC1)N=C(C2)C)C)=O